magnesium-chloride salt [Cl-].[Mg+2].[Cl-]